benzyl 2-{4-[(2,4-dioxo-1,3-diazinan-1-yl)methyl]pyrazol-1-yl}acetate O=C1N(CCC(N1)=O)CC=1C=NN(C1)CC(=O)OCC1=CC=CC=C1